imino[2-(8-methoxyquinazolin-4-yl)-2,6-diazaspiro[3.4]octan-6-yl]methyl-λ6-sulfanone N=S(=O)CN1CC2(CN(C2)C2=NC=NC3=C(C=CC=C23)OC)CC1